FC(CN1C=NC(=C1C=1C=CC=2N(N1)C(=CN2)C#N)C2=CC=C(C=C2)F)(C)C 6-(1-(2-fluoro-2-methylpropyl)-4-(4-fluoro-phenyl)-1H-imidazol-5-yl)imidazo[1,2-b]pyridazine-3-carbonitrile